N-(3-chloro-1H-indol-7-yl)-1-tetrahydropyran-4-yl-pyrazole-4-sulfonamide ClC1=CNC2=C(C=CC=C12)NS(=O)(=O)C=1C=NN(C1)C1CCOCC1